1-[4-[4-[6-Chloro-4-(trifluoromethyl)-2-pyridyl]piperazin-1-yl]sulfonylphenyl]-4-(4-piperidylamino)pyrrolidin-2-one ClC1=CC(=CC(=N1)N1CCN(CC1)S(=O)(=O)C1=CC=C(C=C1)N1C(CC(C1)NC1CCNCC1)=O)C(F)(F)F